tert-butyl (S,E)-3-((1-(7-bromo-4-(((dimethylamino)methylene)carbamoyl)quinolin-2-yl)pyrrolidin-2-yl)methoxy)propanoate BrC1=CC=C2C(=CC(=NC2=C1)N1[C@@H](CCC1)COCCC(=O)OC(C)(C)C)C(/N=C/N(C)C)=O